2-(2-(3-chloro-4-(9-((4-chloropyridin-2-yl)methyl)-6-(1-methylcyclopropoxy)-9H-purin-8-yl)phenoxy)ethyl)-2-azaspiro[3.3]heptan-6-ol ClC=1C=C(OCCN2CC3(C2)CC(C3)O)C=CC1C=1N(C3=NC=NC(=C3N1)OC1(CC1)C)CC1=NC=CC(=C1)Cl